C1(CC1)OC1=NN(C=C1C=1C=NC(=NC1)NC1CC2=CC=CC=C2C1)CC(=O)O 2-(3-Cyclopropoxy-4-(2-((2,3-dihydro-1H-inden-2-yl)amino)pyrimidin-5-yl)-1H-pyrazol-1-yl)acetic acid